BrC1=CC=C(C=C1)N1C=C(C(=C1)C1=CC=C(C=C1)F)[C@H]1O[C@@H](C(N1CCC=1C=CC2=CC(N=C2C1)=O)=O)C (2R,5R)-2-(1-(4-bromophenyl)-4-(4-fluorophenyl)-1H-pyrrol-3-yl)-5-methyl-3-(2-(2-oxoindol-6-yl)ethyl)oxazolidin-4-one